C(C)NC1=CC2=C(C(N(N=C2C(C)C)CC(=O)NC2=NC=CC=N2)=O)S1 2-(2-(Ethylamino)-4-isopropyl-7-oxothieno[2,3-d]pyridazin-6(7H)-yl)-N-(pyrimidin-2-yl)acetamide